ClC1=C(C(=O)O)C=CC(=C1[N+](=O)[O-])OCC(F)(F)F 2-chloro-3-nitro-4-(2,2,2-trifluoroethoxy)benzoic acid